C(C1=CC=CC=C1)OC=1C(=CC2=C(N=C(S2)C(O)C2=C(C=C(C(=C2)OC(C)C)OC)OC(C)C)C1)OCC1=CC=CC=C1 (5,6-bis(benzyloxy)benzo[d]thiazol-2-yl)(2,5-diisopropoxy-4-methoxyphenyl)methanol